C1(CC1)N(C1=C(C(=NC=N1)NCC1(CCCC1)C(=O)N(C)C)F)CC1=CC=C(C=C1)C(F)(F)F 1-[[[6-[cyclopropyl-[[4-(trifluoromethyl)phenyl]methyl]amino]-5-fluoro-pyrimidin-4-yl]amino]methyl]-N,N-dimethyl-cyclopentanecarboxamide